BrC=1C(=C(C=CC1)NC(C1=NC=C(C=C1)CO[Si](C)(C)C(C)(C)C)=O)C N-(3-Bromo-2-methylphenyl)-5-(((tert-butyldimethylsilyl)oxy)methyl)picolinamide